4-(3-Cyano-2-hydroxy-5-phenethyl-phenyl)-4-oxo-butyric acid C(#N)C=1C(=C(C=C(C1)CCC1=CC=CC=C1)C(CCC(=O)O)=O)O